Ethyl 1-[1-{4-chloro-4'-[4-(2,2-dimethylpropyl)piperazin-1-yl][1,1'-biphenyl]-2-yl}piperidin-3-yl]-5-(trifluoromethyl)-1H-pyrazole-4-carboxylate ClC1=CC(=C(C=C1)C1=CC=C(C=C1)N1CCN(CC1)CC(C)(C)C)N1CC(CCC1)N1N=CC(=C1C(F)(F)F)C(=O)OCC